O=C1N(N=C2N1CCCC2)CC2=NC(=NO2)C(F)(F)F (5S)-3-Oxo-2-{[3-(trifluoromethyl)-1,2,4-oxadiazol-5-yl]methyl}-2,3,5,6,7,8-hexahydro[1,2,4]triazolo[4,3-a]pyridin